N-(4-((2-(1,1-difluoroethyl)-6-methylpyrimidin-4-yl)amino)-5-(5-methoxypyrimidin-2-yl)pyridin-2-yl)acetamide FC(C)(F)C1=NC(=CC(=N1)NC1=CC(=NC=C1C1=NC=C(C=N1)OC)NC(C)=O)C